N1=C(C=C(C=C1)C)C1=NC=CC(=C1)C 2,2'-Bi-4-picoline